[1-(6-chloro-2-{[5-chloro-1-(2,2-difluoroethyl)-1H-pyrazol-4-yl]amino}quinazolin-7-yl)pyrrolidin-3-yl]methanol ClC=1C=C2C=NC(=NC2=CC1N1CC(CC1)CO)NC=1C=NN(C1Cl)CC(F)F